5-(1-(1-methylpiperidin-4-yl)-1H-pyrazol-4-yl)-3-(5-phenylfuran-2-yl)pyridin-2-amine CN1CCC(CC1)N1N=CC(=C1)C=1C=C(C(=NC1)N)C=1OC(=CC1)C1=CC=CC=C1